N1C=NC2=C1C=CC(=C2)N2C(NC(C2C=2C=CC1=C(OCCO1)C2)=O)=O 1-(1H-Benzo[d]imidazol-5-yl)-5-(2,3-dihydrobenzo[b][1,4]dioxin-7-yl)imidazolidin-2,4-dion